NC=1C2=C(N=CN1)N(C=C2C2=CC=C(C1=C2C=CO1)NC(=O)NC1=CC(=C(C=C1)CN1CCN(CC1)C)C(F)(F)F)C1CC1 1-(4-(4-amino-7-cyclopropyl-7H-pyrrolo[2,3-d]pyrimidin-5-yl)benzofuran-7-yl)-3-(4-((4-methylpiperazin-1-yl)-methyl)-3-(trifluoromethyl)-phenyl)urea